O1C(=CC=C1)C(=O)[O-].[Ca+2].O1C(=CC=C1)C(=O)[O-] calcium oxolate